ICCCOC1OCCCC1 2-(3-Iodopropoxy)tetrahydro-2H-pyran